1-acetyl-2,2,6,6-tetramethyl-4-[(2-oxiranyl)methoxy]piperidine C(C)(=O)N1C(CC(CC1(C)C)OCC1OC1)(C)C